1-(4-chlorophenyl)-5-[6-[[(phenylamidino)amidino]amino]hexyl]biguanide ClC1=CC=C(C=C1)NC(=N)NC(=N)NCCCCCCNC(NC(NC1=CC=CC=C1)=N)=N